ClC1=C(C#N)C=C(C(=C1)O)C1=C(C=CC(=C1)OCC1OCCC1)F 2-chloro-5-[2-fluoro-5-(oxolan-2-ylmethoxy)phenyl]-4-hydroxybenzonitrile